1-cyclohexyl-5-[3-(3,5-dimethylphenyl)-1,2,4-oxadiazol-5-yl]-1H-1,2,3-benzotriazole C1(CCCCC1)N1N=NC2=C1C=CC(=C2)C2=NC(=NO2)C2=CC(=CC(=C2)C)C